C1(=CC=CC=C1)B(OCCC)C1=CC=CC=C1 diphenyl-(n-propoxy)borane